4-(butylamino)-3-(dimethylsulfamoyl)benzoic acid C(CCC)NC1=C(C=C(C(=O)O)C=C1)S(N(C)C)(=O)=O